rac-1-((1-(((tert-butyldiphenylsilyl)oxy)methyl)cyclopropyl)methyl)-4-(2,3-dichloro-6-((2-(trimethylsilyl)ethoxy)methoxy)phenyl)pyrrolidine-2-thione [Si](C1=CC=CC=C1)(C1=CC=CC=C1)(C(C)(C)C)OCC1(CC1)CN1C(C[C@@H](C1)C1=C(C(=CC=C1OCOCC[Si](C)(C)C)Cl)Cl)=S |r|